FC(C=1OC(=NN1)C=1C=NC(=CC1)COC1=CC(=C(C=C1)F)F)F 2-(difluoromethyl)-5-[6-[(3,4-difluorophenoxy)methyl]-3-pyridyl]-1,3,4-oxadiazole